C(C)(=O)OC1=C(N=C2N1C=C(N=C2CC2=CC=CC=C2)C2=CC=CC=C2)CC=2SC=CC2 8-benzyl-6-phenyl-2-(thiophen-2-ylmethyl)imidazo[1,2-a]pyrazin-3-yl acetate